C(CCC(=O)[O-])(=O)OCC(CCCCCCCC)CCCCCC (2-hexyldecyl) butanedioate